(R)-1-(4'H,6'H-spiro[cyclopropane-1,7'-thieno[3,2-c]pyran]-4'-yl)-N-methyl-methylamine ethanedisulfonate C(CS(=O)(=O)O)S(=O)(=O)O.S1C=CC=2[C@@H](OCC3(C21)CC3)CNC